(6-((tetrahydro-2H-pyran-4-yl)oxy)pyridin-3-yl)methyl (1-(2-(1-(hydroxymethyl)-2,6-dioxopiperidin-3-yl)-3-oxoisoindolin-5-yl)ethyl)carbamate OCN1C(C(CCC1=O)N1CC2=CC=C(C=C2C1=O)C(C)NC(OCC=1C=NC(=CC1)OC1CCOCC1)=O)=O